(2S,3R)-2-(9H-fluoren-9-ylmethoxycarbonylamino)-3-(oxan-2-yloxy)butanoic acid C1=CC=CC=2C3=CC=CC=C3C(C12)COC(=O)N[C@H](C(=O)O)[C@@H](C)OC1OCCCC1